C[C@]12CC3(CC(C[C@@](C1)(C3)C)C2)NC(NC2CCN(CC2)C(=O)C2=CC=C(C(=O)NCCCCC(=O)NO)C=C2)=O 4-(4-(3-((1r,3r,5s,7r)-3,5-dimethyladamantan-1-yl)ureido)piperidine-1-carbonyl)-N-(5-(hydroxyamino)-5-oxopentyl)benzamide